C1(CC1)N1CCC(CC1)CNC(C1=CC(=CC=C1)CN1C(C2=CC=C(C=C2C=C1)C=1C(=NOC1)C)=O)=O N-((1-Cyclopropylpiperidin-4-yl)methyl)-3-((6-(3-methylisoxazol-4-yl)-1-oxoisoquinolin-2(1H)-yl)methyl)benzamide